COC=1C=NC=2N(C1)N=CC2C(=O)OCC Ethyl 6-methoxypyrazolo[1,5-a]pyrimidine-3-carboxylate